ClC=1C(=C(CN2[C@@H](C[C@@](CC2)(C(=O)O)CC2=NC(=C(C(=C2F)[C@H](C)F)F)NC2=NNC(=C2)C)C)C=CC1)F (2R,4R)-1-(3-chloro-2-fluorobenzyl)-4-((3,5-difluoro-4-((S)-1-fluoroethyl)-6-((5-methyl-1H-pyrazol-3-yl)amino)pyridin-2-yl)methyl)-2-methylpiperidine-4-carboxylic acid